hexa(2-hydroxyethyl)triethylenetetramine OCCN(CCN(CCN(CCN(CCO)CCO)CCO)CCO)CCO